N-(5-chloro-6-(4-hydroxyphenoxy)pyrimidin-4-yl)-3,4,5-trifluorobenzamide ClC=1C(=NC=NC1OC1=CC=C(C=C1)O)NC(C1=CC(=C(C(=C1)F)F)F)=O